(E)-N,N-dimethyl-N'-(5-sulfanylidene-1,2,4-dithiazol-3-yl)methanimidamide CN(\C=N\C=1SSC(N1)=S)C